2-[[4-(6-fluoropyridazin-3-yl)-7-pyrazol-1-yl-indazol-1-yl]methoxy]-ethyl-trimethyl-silane FC1=CC=C(N=N1)C1=C2C=NN(C2=C(C=C1)N1N=CC=C1)COCC[Si](C)(C)C